C1(CC1)C1=NC=NC(=C1C1=NN(C2=C1CN(CC2)C2=CC=C(C=C2)C=2N(C=C(N2)C(F)(F)F)C)C([2H])([2H])[2H])OC 3-(4-Cyclopropyl-6-methoxypyrimidin-5-yl)-1-(methyl-d3)-5-(4-(1-methyl-4-(trifluoromethyl)-1H-imidazol-2-yl)phenyl)-4,5,6,7-tetrahydro-1H-pyrazolo[4,3-c]pyridine